N=1N(N=CC1)C1=CC=C(C=N1)OC1=CC=C(C=C1)C(C)(C)C1=CC=C(OC2CC(C2)N)C=C1 (1r,3r)-3-(4-(2-(4-((6-(2H-1,2,3-triazol-2-yl)pyridin-3-yl)oxy)phenyl)propan-2-yl)phenoxy)cyclobutaneAmine